1-{[1-(2,6-dimethylphenyl)-1H-1,2,3,4-tetrazol-5-yl](thiophen-3-yl)methyl}-4-(furan-2-carbonyl)piperazine CC1=C(C(=CC=C1)C)N1N=NN=C1C(N1CCN(CC1)C(=O)C=1OC=CC1)C1=CSC=C1